(1r,2s)-2-(3-{[6-(3-hydroxyazetidin-1-yl)pyrimidin-4-yl]amino}-1H-indazol-6-yl)-5'-methoxyspiro[cyclopropan-1,3'-indol]-2'(1'H)-one OC1CN(C1)C1=CC(=NC=N1)NC1=NNC2=CC(=CC=C12)[C@@H]1C[C@@]12C(NC1=CC=C(C=C21)OC)=O